(3R,4R)-benzyl 3-(5-(4-amino-5-(trifluoromethyl)pyrrolo[2,1-f][1,2,4]triazin-7-yl)-2-methoxynicotinamido)-4-methylpyrrolidine-1-carboxylate NC1=NC=NN2C1=C(C=C2C=2C=NC(=C(C(=O)N[C@H]1CN(C[C@H]1C)C(=O)OCC1=CC=CC=C1)C2)OC)C(F)(F)F